5-ethyl-6-fluoro-4-[8-fluoro-2-{[(2R,7aS)-2-fluorotetrahydro-1H-pyrrolizin-7a(5H)-yl]methoxy}-4-(piperidin-1-yl)pyrido[4,3-d]pyrimidin-7-yl]naphthalen-2-ol C(C)C1=C2C(=CC(=CC2=CC=C1F)O)C1=C(C=2N=C(N=C(C2C=N1)N1CCCCC1)OC[C@]12CCCN2C[C@@H](C1)F)F